(1-(3,5-dichloropyridin-4-yl)ethoxy)-3-(5-methyl-1,4,5,6-tetrahydropyrrolo[3,4-d]imidazol-2-yl)-1H-indazole ClC=1C=NC=C(C1C(C)ON1N=C(C2=CC=CC=C12)C1=NC2=C(N1)CN(C2)C)Cl